CC1=C(C(=CC(=C1)C)C)C(=O)P(OC1=CC=CC=C1)(OC1=CC=CC=C1)=O 2,4,6-trimethylbenzenoyldiphenoxyphosphine oxide